Sodium (2S)-1-hydroxy-2-((2S)-4-methyl-2-(((1-phenylbutoxy)carbonyl)amino)pentanamido)-3-((S)-2-oxopyrrolidin-3-yl)propane-1-sulfonate OC([C@H](C[C@H]1C(NCC1)=O)NC([C@H](CC(C)C)NC(=O)OC(CCC)C1=CC=CC=C1)=O)S(=O)(=O)[O-].[Na+]